FC1(CC=2N(CC1)N=C(C2)C2=NC=C(C=C2)F)F 5,5-Difluoro-2-(5-fluoro-2-pyridyl)-6,7-dihydro-4H-pyrazolo[1,5-a]pyridin